[Br-].C(CCC)O n-butanol, bromide salt